tert-butyl 4-((4-((4-(2-(2,6-dioxopiperidin-3-yl)-1-oxoisoindolin-5-yl)piperazin-1-yl)methyl)piperidin-1-yl)methyl)piperidine-1-carboxylate O=C1NC(CCC1N1C(C2=CC=C(C=C2C1)N1CCN(CC1)CC1CCN(CC1)CC1CCN(CC1)C(=O)OC(C)(C)C)=O)=O